2,2-Bis[4-[3-acryloyloxy-2-hydroxypropoxy]phenyl]propane C(C=C)(=O)OCC(COC1=CC=C(C=C1)C(C)(C)C1=CC=C(C=C1)OCC(COC(C=C)=O)O)O